C(C)OC=1C=C(C(=C(C1)O)C=1C=2N(C(=NN1)N[C@H]1CN(C[C@@H](C1)F)C)C=CC2)F 5-ethoxy-3-fluoro-2-(4-{[(3R,5R)-5-fluoro-1-methylpiperidin-3-yl]amino}pyrrolo[1,2-d][1,2,4]triazin-1-yl)phenol